N-(4-((3S,5R)-3-amino-5-methylpiperidin-1-yl)pyridin-3-yl)-3'-ethoxy-2,2',6,6'-Tetrafluoro-[1,1'-biphenyl]-3-carboxamide dihydrochloride Cl.Cl.N[C@@H]1CN(C[C@@H](C1)C)C1=C(C=NC=C1)NC(=O)C=1C(=C(C(=CC1)F)C1=C(C(=CC=C1F)OCC)F)F